6-chloro-7-(2-fluorophenyl)-1-(4-methyl-2-(2-propanyl)-3-pyridyl)-4-((2S)-2-methyl-4-(2-propenoyl)-1-piperazinyl)pyrido[2,3-d]pyrimidin-2(1H)-one ClC1=CC2=C(N(C(N=C2N2[C@H](CN(CC2)C(C=C)=O)C)=O)C=2C(=NC=CC2C)C(C)C)N=C1C1=C(C=CC=C1)F